2-((4-(6-((4-Chloro-2-fluorobenzyl)oxy)pyridin-2-yl)piperidin-1-yl)methyl)-4-((1r,3r)-3-fluorocyclobutoxy)-1-methyl-1H-benzo[d]imidazole-6-carboxylic acid ClC1=CC(=C(COC2=CC=CC(=N2)C2CCN(CC2)CC2=NC3=C(N2C)C=C(C=C3OC3CC(C3)F)C(=O)O)C=C1)F